(S)-4-(2-chloro-6-(3,5-dimethylisoxazol-4-yl)quinazolin-4-yl)3-phenylmorpholine ClC1=NC2=CC=C(C=C2C(=N1)N1[C@H](COCC1)C1=CC=CC=C1)C=1C(=NOC1C)C